tert-butyl (2R,3S,4S)-4-[(tert-butoxycarbonyl) oxy]-2-[(4-methoxyphenyl)methyl]-3-{[2-(2H-1,2,3,4-tetrazol-5-yl)acetyl] oxy}pyrrolidine-1-carboxylate C(C)(C)(C)OC(=O)O[C@@H]1[C@H]([C@H](N(C1)C(=O)OC(C)(C)C)CC1=CC=C(C=C1)OC)OC(CC=1N=NNN1)=O